Benzyloxy-13-isopropyl-17-nitro-6,15-bis(trifluoromethyl)-19-oxa-3,4,13,18-tetrazatricyclo[12.3.1.12,5]nonadeca-1(18),2,4,9,14,16-hexaene C(C1=CC=CC=C1)OC1(C2=NN=C(C=3C(=CC(=C(N(CCC=CCC1)C(C)C)N3)C(F)(F)F)[N+](=O)[O-])O2)C(F)(F)F